BrC=1C=C(C(=NC1)CN1CCC(CC1)C1=CC=CC=2OC(OC21)(C)C2=C(C=C(C=C2)Cl)F)OC2CCCC2 C5-bromo-2-((4-(2-(4-chloro-2-fluorophenyl)-2-methylbenzo[d][1,3]dioxol-4-yl)piperidin-1-yl)methyl)-3-(cyclopentyloxy)pyridine